2-((1-(2-(dimethylphosphoryl)-3-(4-fluorophenyl)-7-methylquinolin-5-yl)ethyl)amino)benzoic acid CP(=O)(C)C1=NC2=CC(=CC(=C2C=C1C1=CC=C(C=C1)F)C(C)NC1=C(C(=O)O)C=CC=C1)C